CN(CCCCCNC(C1=CC=C(C=C1)[76Br])=O)C N-(5-(dimethylamino)pentyl)-4-[76Br]bromobenzamide